C(C)OC(=O)C=1N=NNC1OC1=CC(=CC=C1)I 5-(3-Iodophenoxy)-1H-1,2,3-triazole-4-carboxylic acid ethyl ester